CC1=C(C2=C(N=N1)SC1=C2N=CN=C1NCC1=CC(=CC=C1)C1=NC=CC=N1)C 3,4-dimethyl-N-[(3-pyrimidin-2-ylphenyl)methyl]pyrimido[4',5':4,5]thieno[2,3-c]pyridazin-8-amine